[K].CC=1C=C(C=CC1)O 3-methylphenol potassium